NC(CNC(O)=O)CC1=CC=CC=C1.C(N)(OCC(CC1=CC=CC=C1)N)=O 2-amino-3-phenylpropyl carbamate (2-amino-3-phenylpropyl carbamate)